ClC1=CC2=C(C=N1)C=CN2S(=O)(=O)C2=CC=C(C)C=C2 6-chloro-1-tosyl-1H-pyrrolo[3,2-c]pyridine